C(CCCCC)OC=1C=C2C(N(C(C2=CC1NS(=O)(=O)C1=CC=CC=C1)=O)CC(=O)O)=O 5-hexyloxy-6-benzenesulfonamido-N-carboxymethyl-isoindolin-1,3-dione